1-[2-(cyclopentyloxy)ethyl]-6-[5-(trifluoromethyl)pyridin-2-yl]-1H-benzimidazole C1(CCCC1)OCCN1C=NC2=C1C=C(C=C2)C2=NC=C(C=C2)C(F)(F)F